BrCC(=O)NC1=C(C=CC=C1)C=1C2=CC=C(N2)C(=C2C=CC(C(=C3C=CC(=C(C=4C=CC1N4)C4=CC=C(C=C4)S(=O)(=O)O)N3)C3=CC=C(C=C3)S(=O)(=O)O)=N2)C2=CC=C(C=C2)S(=O)(=O)O 5-(2-bromoacetamidophenyl)-10,15,20-tri(4-sulfophenyl)porphyrin